2-(1,1-Dimethoxyethyl)-5-(trifluoromethyl)thiazole COC(C)(OC)C=1SC(=CN1)C(F)(F)F